COC1CCC(CC1)C=1N=CC2=C(N1)C(=CN=C2)C2=CC=C(C=C2)S(=O)(=O)N2CCOCC2 2-((1R,4R)-4-methoxycyclohexyl)-8-(4-(morpholinylsulfonyl)phenyl)pyrido[4,3-d]pyrimidine